3-tert-butyl-1-[(2R)-4-{[3-(difluoromethyl)phenyl]methyl}-6,8-difluoro-2-methyl-3-oxo-2H-1,4-benzoxazin-7-yl]urea C(C)(C)(C)NC(NC1=C(C2=C(N(C([C@H](O2)C)=O)CC2=CC(=CC=C2)C(F)F)C=C1F)F)=O